1,1-difluoro-2-hydroxyethanesulfonic acid sodium salt [Na+].FC(CO)(S(=O)(=O)[O-])F